[C@H]12CN(C[C@H](CC1)N2)C2=NC(=NC1=C(C(=CC=C21)C2=CC(=CC1=CC=CC=C21)O)F)OCC2(CCCC2)O 4-(4-((1R,5S)-3,8-diazabicyclo[3.2.1]octan-3-yl)-8-fluoro-2-((1-hydroxycyclopentyl)methoxy)quinazolin-7-yl)naphthalen-2-ol